ClC1=CC=C(C=C1)C(C1=NC=C(C#N)C=C1)O 6-((4-chlorophenyl)(hydroxy)methyl)nicotinonitrile